BrC=1C(=CC2=C(OCC(N2CC)=O)C1)OC 7-Bromo-4-ethyl-6-methoxy-2H-benzo[b][1,4]oxazin-3(4H)-one